4,5,6,7-tetrahydro-1H-cyclopenta[b]pyridine-3-carboxylate N1C2=C(CC(=C1)C(=O)[O-])CCC2